(4-{[2-(cyclopropanecarboxamido)pyridin-4-yl]oxy}-3-fluorophenyl)-1-(2,6-dimethylphenyl)-4-methyl-5-oxo-4,5-dihydro-1H-1,2,4-triazole-3-carboxamide C1(CC1)C(=O)NC1=NC=CC(=C1)OC1=C(C=C(C=C1)NC(=O)C1=NN(C(N1C)=O)C1=C(C=CC=C1C)C)F